O1C(CCC1)=O dihydro-furan-2-one